COCCS(=O)(=O)CC1=CC=C(C=C1)NC=1N=CC2=C(N1)CN(CC2)C(=O)OC(C)(C)C tert-butyl 2-({4-[(2-methoxyethanesulfonyl)methyl]phenyl}amino)-5H,6H,7H,8H-pyrido[3,4-d]pyrimidine-7-carboxylate